ClC1=C(C=CC=C1Cl)N1CCN(CC1)CC=1C=C2C(N(C(C2=CC1)=O)N1C(NC(CC1)=O)=O)=O 5-((4-(2,3-dichlorophenyl)piperazin-1-yl)methyl)-2-(2,4-dioxotetrahydropyrimidine-1(2H)-yl)isoindoline-1,3-dione